C1(CC1)C1=CC(=C(C=C1)NC1=CC(=NC=C1C(=O)NOCC)NC=1SC(=CN1)C)N(S(=O)(=O)C)C 4-((4-Cyclopropyl-2-(N-methylmethylsulfonamido)phenyl)amino)-N-ethoxy-6-((5-methylthiazol-2-yl)amino)Nicotinamide